(5r,7s)-2-(5-fluoro-2-pyridinyl)-5,7-dimethyl-3-(6-methyl-1H-pyrazolo[3,4-b]pyridin-4-yl)-6,7-dihydro-5H-pyrazolo[5,1-b][1,3]oxazine FC=1C=CC(=NC1)C1=NN2C(O[C@@H](C[C@@H]2C)C)=C1C1=C2C(=NC(=C1)C)NN=C2